ClC=1C=CC(=NC1)C1(OC2=C(O1)C=CC=C2C2CCN(CC2)CC2=NC1=C(N2CCOC)C=C(C=C1)C(=O)[O-])C.[NH4+] ammonium 2-({4-[2-(5-chloropyridin-2-yl)-2-methyl-1,3-benzodioxol-4-yl] piperidin-1-yl}methyl)-1-(2-methoxyethyl)-1H-benzimidazole-6-carboxylate